N-((5-(trifluoromethyl)piperidin-3-yl)methyl)methanesulfonamide FC(C1CC(CNC1)CNS(=O)(=O)C)(F)F